ClC1=C(C=C(C=C1)NC1=NC=C(C(=N1)NC=1C=C(C=CC1)NC(\C=C\C)=O)F)OCCOC (E)-N-(3-(2-(4-chloro-3-(2-methoxyethoxy)phenylamino)-5-fluoropyrimidin-4-ylamino)phenyl)but-2-enamide